(1R,2S,5S)-N-((S)-1-amino-1-oxo-3-(2-oxoimidazolin-1-yl)propan-2-yl)-3-((S)-2-amino-3,3-dimethylbutanoyl)-6,6-dimethyl-3-azabicyclo[3.1.0]hexane-2-carboxamide NC([C@H](CN1C(NCC1)=O)NC(=O)[C@@H]1[C@H]2C([C@H]2CN1C([C@H](C(C)(C)C)N)=O)(C)C)=O